dimethyl-2,5-di-tert-butyl-4-hydroxybenzylphosphonate CC(C1=C(C=C(C(=C1)C(C)(C)C)O)C(C)(C)C)(P([O-])([O-])=O)C